C(#N)CC1(CN(C1)C1CCN(CC1)C(=O)C=1C=C(C#N)C=CC1)N1N=CC(=C1)C=1C2=C(N=CN1)NC=C2 3-[(4-{3-(cyanomethyl)-3-[4-(7H-pyrrolo[2,3-d]pyrimidin-4-yl)-1H-pyrazol-1-yl]azetidin-1-yl}piperidin-1-yl)carbonyl]benzonitrile